6-(2-amino-5-bromo-6-fluoropyridin-3-yl)-8-fluoro-3-methylisoquinolin-1(2H)-one NC1=NC(=C(C=C1C=1C=C2C=C(NC(C2=C(C1)F)=O)C)Br)F